N1C(=CC2=CC=CC=C12)S(=O)(=O)NN indole-2-sulfonohydrazide